tert-butyl (4-(2-((6-(6-aminopyridazin-4-yl)-1-(tetrahydro-2H-pyran-2-yl)-1H-indazol-4-yl)amino)ethoxy)butyl)carbamate NC1=CC(=CN=N1)C1=CC(=C2C=NN(C2=C1)C1OCCCC1)NCCOCCCCNC(OC(C)(C)C)=O